ClC1=C(CNCC=2C=C(C=3N(C2)C=CN3)C=3C=C2CN(C(C2=CC3)=O)C3C(NC(CC3)=O)=O)C=CC=C1 3-(5-(6-(((2-chloro-benzyl)amino)methyl)imidazo[1,2-a]pyridin-8-yl)-1-oxoisoindolin-2-yl)piperidine-2,6-dione